1-(bicyclo[1.1.1]pentan-1-yl)-3-methyl-N-(7-methyl-[1,2,4]triazolo[1,5-a]pyridin-6-yl)-1H-pyrazolo[3,4-d]pyrimidin-6-amine C12(CC(C1)C2)N2N=C(C=1C2=NC(=NC1)NC=1C(=CC=2N(C1)N=CN2)C)C